(S)-3-((3-nitro-5-(trifluoromethyl)pyridin-2-yl)amino)pyrrolidine-1-carboxylic acid tert-butyl ester C(C)(C)(C)OC(=O)N1C[C@H](CC1)NC1=NC=C(C=C1[N+](=O)[O-])C(F)(F)F